(S)-5,5-dimethyl-4-phenyloxazolin-2-one CC1(C(=NC(O1)=O)C1=CC=CC=C1)C